(2-(4'-(methylcarbamoyl)-[1,1'-biphenyl]-4-yl)propan-2-yl)carbamic acid 1-azabicyclo[3.2.2]non-4-yl ester N12CCC(C(CC1)CC2)OC(NC(C)(C)C2=CC=C(C=C2)C2=CC=C(C=C2)C(NC)=O)=O